COC=1C=C2CC(CC2=CC1)(C(=O)OC)CC=O methyl 5-methoxy-2-(2-oxoethyl)-2,3-dihydro-1H-indene-2-carboxylate